C(C)(C)(C)C1N(CC12CC(C2)N2N=C(N=C2)C2CCC2)C(=O)OC(C)(C)C2=NC1=CC(=CC=C1C=C2N)Cl 2-(3-amino-7-chloroquinolin-2-yl)propan-2-ol tert-butyl-6-(3-cyclobutyl-1H-1,2,4-triazol-1-yl)-2-azaspiro[3.3]heptane-2-carboxylate